C(C1=CC=CC=C1)N1C(C(CC1)N(C(=O)C=1N=C(SC1)C#C)C1=CC(=CC(=C1)C(F)(F)F)OCCO)=O N-(1-Benzyl-2-oxopyrrolidin-3-yl)-2-ethynyl-N-(3-(2-hydroxyethoxy)-5-(trifluoromethyl)phenyl)thiazole-4-carboxamide